ClC1=C(C=C(C(=O)OOC[C@H](CC#CC[C@@H](COOC(C2=CC(=C(C=C2)Cl)[N+](=O)[O-])=O)N)N)C=C1)[N+](=O)[O-] (((2S,7S)-2,7-diaminooct-4-yne-1,8-diyl) bis(oxy)) bis(4-chloro-3-nitrobenzoate)